FC=1C=NC(=C(C(=O)NC=2C(=NC(=CC2)C)N2CCN(CC2)CC2=CC=C(C=C2)F)C1)OC 5-fluoro-N-(2-(4-(4-fluorobenzyl)piperazin-1-yl)-6-methylpyridin-3-yl)-2-methoxynicotinamide